tert-butyl 2-(3,5-difluorophenyl)-2,6-dihydropyrrolo[3,4-c]pyrazole-5(4H)-carboxylate FC=1C=C(C=C(C1)F)N1N=C2C(=C1)CN(C2)C(=O)OC(C)(C)C